methanesulfonamid CS(=O)(=O)N